methyl (Z)-3-(2-chloro-3-methoxyphenyl)-5-(1-(dimethylamino)-3-oxobut-1-en-2-yl)isoxazole-4-carboxylate ClC1=C(C=CC=C1OC)C1=NOC(=C1C(=O)OC)/C(=C/N(C)C)/C(C)=O